BrC1=CC=CC=2C=3N(C(=NC12)N[C@H](C)C(=O)NCCN1CCOCC1)N=C(N3)C3=CC=C(C=C3)OC N2-[7-bromo-2-(4-methoxyphenyl)[1,2,4]triazolo[1,5-c]quinazolin-5-yl]-N-[2-(morpholin-4-yl)ethyl]-D-alaninamide